Racemic-ethyl-3b,4,4a,5-tetrahydro-1H-cyclopropa[3,4]cyclopenta[1,2-c]pyrazole-3-carboxylate C(C)OC(=O)C=1C2=C(NN1)CC1C2C1